ClC1=NC=C(C(=C1)C1=C(C=NC(=C1)C)C(=O)NC=1SC2=C(N1)CN(C2)C(C2=NC(=CC=C2)C(C)(F)F)=O)OC 2'-chloro-N-(5-(6-(1,1-difluoro-ethyl)picolinoyl)-5,6-dihydro-4H-pyrrolo[3,4-d]thiazol-2-yl)-5'-methoxy-6-methyl-[4,4'-bipyridine]-3-carboxamide